S(=O)(=O)(O)O.FC(S(=O)(=O)O)(F)F.C1(=CC=CC=C1)C(=CS1CCCC1)C1=CC=CC=C1 1-(2,2-diphenylvinyl)tetrahydro-1H-thiophene trifluoromethanesulfonate sulfate